4,4-Dimethylspiro[2.5]octan-6-one CC1(C2(CC2)CCC(C1)=O)C